C1(=CC=C(C=C1)C(=O)Cl)C1=CC=CC=C1 [1,1'-biphenyl]-4-carbonyl chloride